4-{2-[1-(3,4-dichlorophenyl)-5-phenyl-1H-pyrazol-3-yloxy]ethyl}morpholine hydrochloride Cl.ClC=1C=C(C=CC1Cl)N1N=C(C=C1C1=CC=CC=C1)OCCN1CCOCC1